2-(4-chlorophenyl)-2-oxoethyl-2-chloro-4-fluoro-5-nitrobenzoate ClC1=CC=C(C=C1)C(COC(C1=C(C=C(C(=C1)[N+](=O)[O-])F)Cl)=O)=O